ethyl 2-[(1r,4r)-4-[[1-(2-fluoroethyl)-4-[[4-(trifluoromethyl)phenyl]methyl]pyrrolo[2,3-b]pyridine-3-carbonyl]amino]cyclohexyl]acetate FCCN1C=C(C=2C1=NC=CC2CC2=CC=C(C=C2)C(F)(F)F)C(=O)NC2CCC(CC2)CC(=O)OCC